N=1N(N=C2C1C=CC=C2)C2=C(C(=CC(=C2)CCCCCCCCC)CCCCCCCCCC)O 2-(2H-benzotriazol-2-yl)-6-decyl-4-nonylphenol